C(C)N1C2=NC(=NC(=C2N=C1)N[C@@H]1CNC[C@H]1F)N[C@H]([C@@H](C)O)CC |&1:12,16| (2R,3S)-3-((9-ethyl-6-(((3RS,4RS)-4-fluoropyrrolidin-3-yl)-amino)-9H-purin-2-yl)amino)pentan-2-ol